(S or R)-2-(2'-chloro-5'-methoxy-6-methyl-[4,4'-bipyridine]-3-carboxamido)-N-cyclopropyl-4,5,6,7-tetrahydrobenzo[d]thiazole-6-carboxamide ClC1=NC=C(C(=C1)C1=C(C=NC(=C1)C)C(=O)NC=1SC2=C(N1)CC[C@@H](C2)C(=O)NC2CC2)OC |o1:24|